OC[C@H](C1=CC=CC=C1)NC1=CC(=NC=C1C1=NC=NO1)NC1=CC=C2C(=N1)C(N(C2=O)C)(C)C (S)-2-((4-((2-hydroxy-1-phenylethyl)amino)-5-(1,2,4-oxadiazol-5-yl)pyridin-2-yl)amino)-6,7,7-trimethyl-6,7-dihydro-5H-pyrrolo[3,4-b]pyridin-5-one